[C@@H]1([C@H](O)[C@@H](O)[C@H](O)[C@H](O1)CO)O[C@@H]([C@H]([C@@H](C=O)O)O)[C@@H](O)C 4-O-β-D-Glucopyranosyl-L-fucose